NC1=NC(=NC=C1)C(=O)OC methyl 4-amino-pyrimidine-2-carboxylate